C(C)(=O)NC=1C=C(OC2=NC3=CC(=C(C=C3C=C2)C(=O)NC)OC)C=C(C1)OC (3-acetamido-5-methoxyphenoxy)-7-methoxy-N-methylquinoline-6-carboxamide